OC1C(C(OC(C1O)CO)OC1=CC(=C(C(=C1)O)C(CCC1=CC=CC=C1)=O)O)OC1OC(C(C(C1O)O)O)C 1-(4-{[4,5-dihydroxy-6-(hydroxymethyl)-3-[(3,4,5-trihydroxy-6-methyloxan-2-yl)oxy]oxan-2-yl]oxy}-2,6-dihydroxyphenyl)-3-phenylpropan-1-one